benzyl (3S)-3-{2-[(tert-butoxycarbonyl) amino] ethyl}-3,4-dihydroisoquinoline-2(1H)-carboxylate C(C)(C)(C)OC(=O)NCC[C@H]1N(CC2=CC=CC=C2C1)C(=O)OCC1=CC=CC=C1